4-cyclopropyl-2-iodo-1-(methoxymethoxy)benzene C1(CC1)C1=CC(=C(C=C1)OCOC)I